CO[Si](C1=CC=CC=2C3=CC=CC=C3C=CC12)(OC)OC trimethoxy(phenanthryl)silane